NC1=NC=CC(=C1Cl)SC1=CN=CS1 5-((2-amino-3-chloropyridin-4-yl)thio)thiazole